C1(CCC1)NC(C1=CC(=CC(=C1)C(F)(F)F)NC1=NC=C(C(=N1)NC=1C=CC2=C(NC(O2)=O)C1)C)=O N-Cyclobutyl-3-[5-methyl-4-(2-oxo-2,3-dihydro-benzooxazol-5-ylamino)-pyrimidin-2-ylamino]-5-trifluoromethyl-benzamide